C(C1=CC=CC=C1)(=O)N(CCNC(OC(C)(C)C)=O)CCNC(OC\C=C\C=1C=CC(=C(C(=O)O)C1)[N+](=O)[O-])=O (E)-5-(8-benzoyl-2,2-dimethyl-4,12-dioxo-3,13-dioxa-5,8,11-triazahexadec-15-en-16-yl)-2-nitrobenzoic acid